C1(CC1)COC(=O)NC1=C(N=NN1C)C1=CC=C(C(=N1)C)O[C@@H]1C[C@H](CC1)CC(=O)O |r| (±)-trans-2-[3-{[6-(5-{[(cyclopropyl-methoxy)carbonyl]amino}-1-methyl-1H-1,2,3-triazol-4-yl)-2-methyl-pyridin-3-yl]oxy}cyclopentyl]acetic acid